2,4-dibromo-1-aminonaphthalene BrC1=C(C2=CC=CC=C2C(=C1)Br)N